(O-benzotriazol-1-yl)-N,N,N',N'-tetramethyluronium hexafluorophosphate F[P-](F)(F)(F)(F)F.N1(N=NC2=C1C=CC=C2)OC(=[N+](C)C)N(C)C